ClC1=CC=C(OC=2C=C(CN3C[C@H](N(CC3)C(=O)N3N=C(C=C3)C(=O)O)C)C=C(C2)F)C=C1 (R)-1-(4-(3-(4-chlorophenoxy)-5-fluorobenzyl)-2-methylpiperazine-1-carbonyl)-1H-pyrazole-3-carboxylic acid